FC(C1=CC=C(C=C1)CN1N=CC(=C1)C1=CC(=NC=C1)N)(F)F 4-(1-{[p-(Trifluoromethyl)phenyl]methyl}-1H-pyrazol-4-yl)-2-pyridylamine